(4R,6R)-2-hydroxy-4,6-diphenyl-1,3,2-oxathiaphosphinane 2-oxide OP1(O[C@H](C[C@@H](S1)C1=CC=CC=C1)C1=CC=CC=C1)=O